2-((2-morpholino-2-oxoethyl)thio)-4,5-dihydro-1H-imidazol-3-ium chloride [Cl-].O1CCN(CC1)C(CSC=1NCC[NH+]1)=O